(chloromethyl)cyclopropane ClCC1CC1